ClC1=CC(=C(N=N1)C(=O)[O-])NC1=CC=C(C=C1)OCC 6-chloro-4-((4-ethoxyphenyl)amino)pyridazine-3-carboxylate